BrC1=C(C=C2CN(C(C2=C1)=O)C1C(NC(CC1)=O)=O)CN1CCN(CC1)C1=CC=C2CN(C(C2=C1)=O)C(C(=O)NC=1SC=CN1)C1=C(C=CC(=C1)F)O 2-(6-(4-((6-bromo-2-(2,6-dioxopiperidin-3-yl)-1-oxoisoindolin-5-yl)methyl)piperazin-1-yl)-1-oxoisoindolin-2-yl)-2-(5-fluoro-2-hydroxyphenyl)-N-(thiazol-2-yl)acetamide